4-(4-((1R,5S,8r)-8-amino-3-azabicyclo[3.2.1]octan-3-yl)-6-chloro-2-(3-(dimethylamino)-azetidin-1-yl)-8-fluoroquinazolin-7-yl)naphthalen-2-ol NC1[C@H]2CN(C[C@@H]1CC2)C2=NC(=NC1=C(C(=C(C=C21)Cl)C2=CC(=CC1=CC=CC=C21)O)F)N2CC(C2)N(C)C